N-(2,6-difluoro-3-(5-(3-fluoropyridin-4-yl)-1H-pyrrolo[2,3-b]pyridine-3-carbonyl)phenyl)propane-1-sulfonamide FC1=C(C(=CC=C1C(=O)C1=CNC2=NC=C(C=C21)C2=C(C=NC=C2)F)F)NS(=O)(=O)CCC